FC=1C=C(OC=2N=CC(=NC2)NC(=O)[C@H](C)N2CC(N(CC2)C(=O)C2=CC(=[N+](C=C2)[O-])CO)(C)C)C=CC1F 4-{4-[(1S)-1-{[5-(3,4-difluorophenoxy)pyrazin-2-yl]carbamoyl} ethyl]-2,2-dimethylpiperazine-1-carbonyl}-2-(hydroxymethyl)pyridin-1-ium-1-olate